(S)-3-cyano-N-(1-hydroxy-3-(octadecyloxy)propan-2-yl)benzamide tert-butyl-(2-((7-bromo-2,6-dichloro-8-fluoroquinazolin-4-yl)amino)ethyl)carbamate C(C)(C)(C)N(C(O)=O)CCNC1=NC(=NC2=C(C(=C(C=C12)Cl)Br)F)Cl.C(#N)C=1C=C(C(=O)N[C@@H](CO)COCCCCCCCCCCCCCCCCCC)C=CC1